C(C)(C)(C)OC(N(C(=O)OC(C)(C)C)CC=1C2=C(C(NN1)=O)C(=NC(=C2)Br)N(C([2H])([2H])[2H])C(=O)OC(C)(C)C)=O Tert-butyl((7-bromo-5-((tert-butoxycarbonyl)(methyl-d3)amino)-4-oxo-3,4-dihydropyrido[3,4-d]Pyridazin-1-yl)methyl)(tert-butoxycarbonyl)carbamate